(3S,4R)-4-((5-fluoro-7-(4-(trifluoromethyl)-1H-pyrazol-1-yl)pyrrolo[2,1-f][1,2,4]triazin-2-yl)amino)tetrahydro-2H-pyran-3-ol FC=1C=C(N2N=C(N=CC21)N[C@H]2[C@@H](COCC2)O)N2N=CC(=C2)C(F)(F)F